OCCNCC1=CC(=NC=C1)C(=O)NC1=C(C(=CC=C1)C1=NC=CC(=C1C)C1=NC(=C(C=C1)CNC[C@H]1NC(CC1)=O)OC)C (S)-4-(((2-Hydroxyethyl)amino)methyl)-N-(3-(6-methoxy-3'-methyl-5-((((5-oxopyrrolidin-2-yl)methyl)amino)methyl)-[2,4'-bipyridin]-2'-yl)-2-methylphenyl)picolinamide